ClC=1C=C(C=CC1F)NC(N(C)[C@@H]1COCC=2NC(C=3C=C(C=CC3C21)F)=O)=O (S)-3-(3-chloro-4-fluorophenyl)-1-(8-fluoro-6-oxo-1,4,5,6-tetrahydro-2H-pyrano[3,4-c]isoquinolin-1-yl)-1-methylurea